BrC=1C(=CC2=C(OCCO2)C1)NC=C1C(OC(OC1=O)(C)C)=O 5-(((7-bromo-2,3-dihydro-benzo-[b][1,4]dioxin-6-yl)amino)methylene)-2,2-dimethyl-1,3-dioxane-4,6-dione